C[C@@H]1C[C@]2([C@H]3[C@H]4[C@]1([C@@H]5C=C(C(=O)[C@]5([C@@H]([C@@]6([C@H]4O6)CO)O)O)C)O[C@](O3)(O2)C7=CC=CC=C7)C(=C)C The molecule is a daphnane-type orthoester diterpene with potential cholesterol-lowering activity, found exclusively in plants of the family Thymelaeaceae. It is a diterpene alkaloid, an ortho ester, an epoxide and a tertiary alpha-hydroxy ketone. It derives from a daphnane.